O1C=C(C2=C1C=CC=C2)C[C@H](NC(C(NC=2C=NC=NC2)=O)=O)B(O)O (R)-(2-(benzofuran-3-yl)-1-(2-oxo-2-(pyrimidin-5-ylamino)acetamido)ethyl)boronic acid